ClC1=CC=C(C=C1)C=1N=CC=2C(=NC3=C(C=CC=C3C2N)OC)N1 2-(4-chlorophenyl)-9-methoxypyrimido[4,5-b]quinolin-5-amine